CN(C(C(=O)C1=CC=C(C=C1)N1CCOCC1)(CC)CC1=CC=C(C=C1)C)C 2-dimethylamino-2-(4-methylbenzyl)-1-(4-morpholino-phenyl)-1-butanone